3-tetrahydropyranyloxypyridin-4-one O1C(CCCC1)OC1C=NC=CC1=O